(4-(((5-Bromopyrazin-2-yl)amino)methyl)phenyl)carbamic acid tert-butyl ester C(C)(C)(C)OC(NC1=CC=C(C=C1)CNC1=NC=C(N=C1)Br)=O